O[C@@H]1C[C@H](C1)OC1=C2C(=NC=C1)N(N=C2CNC(C=C)=O)C2=CC=C(C=C2)OC(F)(F)F N-((4-(trans-3-hydroxycyclobutoxy)-1-(4-(trifluoromethoxy)phenyl)-1H-pyrazolo[3,4-b]pyridin-3-yl)methyl)acrylamide